C(C)(CCC)O sec-amyl alcohol